N-(1-phenylethyl)-7H-pyrrolo[2,3-d]pyrimidin-4-amine C1(=CC=CC=C1)C(C)NC=1C2=C(N=CN1)NC=C2